6-cyano-N-[1-cyclopropyl-3-(trifluoro-methyl)-1H-pyrazol-4-yl]pyridine-3-carboxamide C(#N)C1=CC=C(C=N1)C(=O)NC=1C(=NN(C1)C1CC1)C(F)(F)F